(rac)-2-[6-amino-5-(trifluoromethyl)pyridin-3-yl]-N-[1-(2-fluorophenyl)cyclobutyl]-6,7-dihydrospiro[pyrazolo[5,1-c][1,4]oxazine-4,3'-pyrrolidine]-1'-carboxamide NC1=C(C=C(C=N1)C1=NN2C(=C1)[C@@]1(CN(CC1)C(=O)NC1(CCC1)C1=C(C=CC=C1)F)OCC2)C(F)(F)F |r|